4'-chloro-10'-(1'-(2-hydroxyethyl)-[1,4'-bipiperidin]-4-yl)-5'H-spiro[cyclohexane-1,7'-indolo[1,2-a]quinazolin]-5'-one ClC=1C=2C(N=C3N(C2C=CC1)C1=CC(=CC=C1C31CCCCC1)C1CCN(CC1)C1CCN(CC1)CCO)=O